C(C)(C)(C)N(C(O)=O)C1(CN(CC1)C=1C=NC=C(C1)C(F)(F)F)C(F)(F)F.C(C1=CC=CC=C1)OCC(C=O)(CCCC(N1CCN(CC1)C(C1=CC=CC=C1)(C1=CC=CC=C1)C1=CC=CC=C1)=O)O benzyloxymethyl-2-hydroxy-6-oxo-6-(4-tritylpiperazin-1-yl)hexanal tert-butyl-(3-(trifluoromethyl)-1-(5-(trifluoromethyl)pyridin-3-yl)pyrrolidin-3-yl)carbamate